ClC1=CC(=CC2=C1OCCN2C(=O)C2=CC1=C(S2)C=CC(=C1)C(C)(C)S(=O)(=O)C)OC1=CC=C(C=C1)Cl (8-chloro-6-(4-chlorophenoxy)-2,3-dihydro-4H-benzo[b][1,4]oxazin-4-yl)(5-(2-(methylsulfonyl)propan-2-yl)benzo[b]thiophen-2-yl)methanone